5-NITROANISOLE [N+](=O)([O-])C=1C=CC=C(C1)OC